S(=O)(=O)(C1=CC=C(C)C=C1)N[C@@H](C)C(=O)OC1=CNC(=C1)C1=CC=CC=C1 3-(N-tosyl-L-alaninyloxy)-5-phenylpyrrole